tert-butyl N-(tert-butoxycarbonylamino)-N-[1-(1-methylcyclobutanecarbonyl)-4-phenyl-4-piperidyl]carbamate C(C)(C)(C)OC(=O)NN(C(OC(C)(C)C)=O)C1(CCN(CC1)C(=O)C1(CCC1)C)C1=CC=CC=C1